3-fluoro-N-methyl-5-((6-(5-methyl-1H-pyrazol-4-yl)-1-oxo-2,7-naphthyridin-2(1H)-yl)methyl)benzamide di((Z)-non-2-en-1-yl)9-((4-(dimethylamino)butanoyl)oxy)heptadecanedioate C(\C=C/CCCCCC)OC(CCCCCCCC(CCCCCCCC(=O)OC\C=C/CCCCCC)OC(CCCN(C)C)=O)=O.FC=1C=C(C(=O)NC)C=C(C1)CN1C(C2=CN=C(C=C2C=C1)C=1C=NNC1C)=O